7-benzyloxy-2-chloro-4-(4-fluorophenyl)-3-(2-methoxy-1-methyl-ethyl)quinoline nickel-cobalt boron [B].[Co].[Ni].C(C1=CC=CC=C1)OC1=CC=C2C(=C(C(=NC2=C1)Cl)C(COC)C)C1=CC=C(C=C1)F